ClC=1C=C(C=CC1Cl)S(=O)(=O)NC1=C(C(=C(C=C1)F)I)F 3,4-dichloro-N-(2,4-difluoro-3-iodophenyl)benzenesulfonamide